C(C)(C)N1C=CC2=CC(=CC=C12)C1=NOC(=N1)C1=CC=NC=C1 3-(1-isopropyl-1H-indol-5-yl)-5-(pyridin-4-yl)-1,2,4-oxadiazole